carboxyisobutyl ether C(=O)(O)OCC(C)C